OCCCN1C(C2=CC=C3C=4C2=C(C1=O)C=CC4OC4=CC=C(C=C43)C4=CC=C(C(=O)OC(C)(C)C)C=C4)=O tert-butyl 4-(2-(3-hydroxypropyl)-1,3-dioxo-2,3-dihydro-1H-xantheno[2,1,9-def]isoquinolin-9-yl)benzoate